tert-butyl 4-[3-(2,6-dibenzyloxy-3-pyridyl)-1-methyl-pyrazolo[4,3-c]pyridin-6-yl]piperazine-1-carboxylate C(C1=CC=CC=C1)OC1=NC(=CC=C1C1=NN(C2=C1C=NC(=C2)N2CCN(CC2)C(=O)OC(C)(C)C)C)OCC2=CC=CC=C2